N-(5-((6-((R)-3-(2-chloro-3,6-difluorophenyl)isoxazolidine-2-yl)pyrimidine-4-yl)amino)-2-(4-((R)-4-cyclopropyl-3-methylpiperazine-1-yl)piperidine-1-yl)-4-methoxyphenyl)acrylamide ClC1=C(C(=CC=C1F)F)[C@@H]1N(OCC1)C1=CC(=NC=N1)NC=1C(=CC(=C(C1)NC(C=C)=O)N1CCC(CC1)N1C[C@H](N(CC1)C1CC1)C)OC